(R)-3-(3-(6-Chloropyridin-2-yl)isoxazol-5-yl)-3-hydroxy-1-methylpyrrolidin-2-one ClC1=CC=CC(=N1)C1=NOC(=C1)[C@]1(C(N(CC1)C)=O)O